C(C)(C)(C)OC(=O)N1C2CNC(C1)CC2 tert-butyl-2,5-diazabicyclo[2.2.2]octane-2-carboxylate